COC([C@@H](NC(\C=C\C1=CC(O)=C(O)C=C1)=O)CC(=O)OC)=O N-caffeoyl-aspartic acid dimethyl ester